O=C1C[C@@H](CN1)C(=O)O (3S)-5-oxo-pyrrolidine-3-carboxylic acid